tridecyl benzene-1,2,4-tricarboxylate C=1(C(=CC(=CC1)C(=O)[O-])C(=O)[O-])C(=O)OCCCCCCCCCCCCC